Cl.C1NCCC2=CC=C(C=C12)O 1,2,3,4-Tetrahydroisoquinoline-7-ol hydrochloride